CC1=CC=C(C=C1)S(=O)(=O)OCCC1=CC=C(C=C1)Cl 4-chlorophenethyl 4-methylbenzenesulfonate